ClC1=CC=C(C=C1)C1=C2C(=C(N=N1)OCC1OCCC1)C=NC=C2 (4-chlorophenyl)-4-((tetrahydrofuran-2-yl)methoxy)pyrido[3,4-d]pyridazine